C1(CCCCCC1)NC=1C2=C(N=C(N1)NC1=CC=C(C=3OCCOC31)C3=CC=NN3C)NC=C2C#N 4-(cycloheptylamino)-2-((8-(1-methyl-1H-pyrazol-5-yl)-2,3-dihydrobenzo[b][1,4]dioxin-5-yl)amino)-7H-pyrrolo[2,3-d]pyrimidine-5-carbonitrile